C(C)N1C=NC2=C1N=NC=C2C=2C=CC(=C(C2)C2=CC1=C(N(C(N1C)=O)C)C=C2OC)F 5-(5-(7-Ethyl-7H-imidazo[4,5-c]pyridazin-4-yl)-2-fluorophenyl)-6-methoxy-1,3-dimethyl-1,3-dihydro-2H-benzo[d]imidazol-2-one